C(C)N1C(NC2=NC=CC(=C21)OC2=C(C=C(C=C2)C2=NN(C(=C2C(=O)N)C(F)(F)F)C2=CC=CC=C2)F)=O (4-((1-ethyl-2-keto-2,3-dihydro-1H-imidazo[4,5-b]pyridin-7-yl)oxy)-3-fluorophenyl)-1-phenyl-5-(trifluoromethyl)-1H-pyrazole-4-carboxamide